3-[(6-bromo-3-pyridinyl)amino]azetidine-1-carboxylic acid tert-butyl ester C(C)(C)(C)OC(=O)N1CC(C1)NC=1C=NC(=CC1)Br